S(C1=C(C=C(C(=C1)C(C)(C)C)O)C)C1=C(C=C(C(=C1)C(C)(C)C)O)C 4,4'-thiobis-[3-methyl-6-tert-butylphenol]